C(C)(C)(C)OC(=O)N(C1CC2=C(C(=C(S2)C(=O)O)I)CC1)C 6-[tert-butoxycarbonyl(methyl)amino]-3-iodo-4,5,6,7-tetrahydrobenzothiophene-2-carboxylic acid